1,3-propanediylbis(2-methyl-2-propenamide) C(CCC=C(C(=O)N)C)C=C(C(=O)N)C